ClC1=CC(=CC(N1C)=O)C=1C=C(C=CC1C)NC(C1=CC(=NC=C1)C(F)(F)F)=O N-(3-(6-chloro-1-methyl-2-oxo-1,2-dihydropyridin-4-yl)-4-methylphenyl)-2-(trifluoromethyl)isonicotinamide